COC1=CC=C(CN2C3=NC(=NC(=C3N=C2)N2N=CC=3C=NC=CC32)N3N=C(C=C3)C)C=C1 9-(4-methoxybenzyl)-2-(3-methyl-1H-pyrazol-1-yl)-6-(1H-pyrazolo[4,3-c]pyridin-1-yl)-9H-purine